C(C1=CC=CC=C1)OC1=C(C=C(C=C1)NC(=O)NCC=1C(=C2CN(C(C2=CC1)=O)C1C(NC(CC1)=O)=O)F)F 1-(4-(benzyloxy)-3-fluorophenyl)-3-((2-(2,6-dioxopiperidin-3-yl)-4-fluoro-1-oxoisoindolin-5-yl)methyl)urea